N-(7-chloro-6-(1-(oxetan-3-yl)piperidin-4-yl)isoquinolin-3-yl)acetamide ClC1=C(C=C2C=C(N=CC2=C1)NC(C)=O)C1CCN(CC1)C1COC1